NC(CNC1=NC(=C2C(=N1)N(N=C2)C)NC)C2=CC=CC=C2 6-N-(2-amino-2-phenylethyl)-4-N,1-dimethylpyrazolo[3,4-d]pyrimidine-4,6-diamine